(R)-1'-(2-(5-Amino-3-(benzo[d][1,3]dioxol-5-yl)-1H-pyrazol-1-yl)acetyl)-6-chloro-5-fluorospiro[benzo[d][1,3]oxazine-4,3'-pyrrolidin]-2(1H)-one NC1=CC(=NN1CC(=O)N1C[C@@]2(CC1)C1=C(NC(O2)=O)C=CC(=C1F)Cl)C1=CC2=C(OCO2)C=C1